pyridine-3,5-dicarboxylic acid 5-tert-butyl 3-ethyl ester C(C)OC(=O)C=1C=NC=C(C1)C(=O)OC(C)(C)C